CC(CCCCCCCCC(=O)O)C 10-methyl-undecanoic acid